CN(C(C(C)NC1=CC=C(C=C1)[C@H]1NC[C@@H](CC1)C)=O)C N,N-Dimethyl-2-[4-[(2S,5R)-5-methyl-2-piperidyl]anilino]propanamide